[K].C1(=CC(=CC(=C1)C(=O)O)C(=O)O)C(=O)O 1,3,5-benzenetricarboxylic acid potassium